[Li].CC(=O)C methyl ketone lithium